C1(=CC=C(C=C1)N(C=1C(=CC=CC1)C1=CC=CC=C1)C1=CC=C(C=C1)Cl)C1=CC=CC=C1 N-([1,1'-biphenyl]-4-yl)-N-(4-chlorophenyl)-[1,1'-biphenyl]-2-amine